C(C)(O)=N Ethanimidic acid